BrC=1C=CC(=NC1)C(C(F)(F)F)N1C(NCCC1)=O 3-(1-(5-bromopyridin-2-yl)-2,2,2-trifluoroethyl)-2-oxotetrahydropyrimidin